(R)-4-(3-(1-acryloylazetidin-3-yl)-1,2,3,4,4a,5-hexahydrobenzo[b]pyrazino[1,2-d][1,4]oxazin-8-yl)-6-(1-(difluoromethyl)-1H-pyrazol-4-yl)pyrazolo[1,5-a]pyridine-3-carbonitrile C(C=C)(=O)N1CC(C1)N1C[C@H]2N(C3=C(OC2)C=C(C=C3)C=3C=2N(C=C(C3)C=3C=NN(C3)C(F)F)N=CC2C#N)CC1